(4-amino-7-(1H-pyrazol-3-yl)-2H-pyrazolo[4,3-c]quinolin-2-yl)butan-1-ol NC1=NC=2C=C(C=CC2C=2C1=CN(N2)C(CCC)O)C2=NNC=C2